O=CCCCCCCCCC(=O)OCCCCCCC heptyl 10-oxodecanoate